2-(ethoxycarbonyl) propan-2-yldithiocarbonate CC(C)S(C([O-])=S)C(=O)OCC